O1CCC(CC1)N1CCC(CC1)S(=O)(=O)C1=CC=C(C=C1)NC(N)=O 3-{4-[1-(tetrahydro-pyran-4-yl)-piperidine-4-sulfonyl]-phenyl}-urea